5-(4-((1,4-Oxazepan-2-yl)methoxy)phenyl)-2-oxo-6-(trifluoromethyl)-1,2-dihydropyridine-3-carboxamide O1C(CNCCC1)COC1=CC=C(C=C1)C=1C=C(C(NC1C(F)(F)F)=O)C(=O)N